C(#N)C1(CC1)NS(=O)(=O)C=1C=C(C=2N(C1)C(=NC2)C=2SC(=NN2)C(F)F)C#CC2COCC2 N-(1-cyanocyclopropyl)-3-(5-(difluoromethyl)-1,3,4-thiadiazol-2-yl)-8-((tetrahydrofuran-3-yl)ethynyl)imidazo[1,5-a]pyridine-6-sulfonamide